C(C1C(CC(N)=CC1(C(C)C)C(C)C)(C(C)C)C(C)C)C1C(CC(N)=CC1(C(C)C)C(C)C)(C(C)C)C(C)C 4,4'-Methylenebis(3,3',5,5'-tetraisopropylaniline)